(E)-N-hydroxy-3-(4-(((2-(4-(pyrimidin-5-yl)phenyl)cyclopropyl)amino)methyl)phenyl)acrylamide TFA salt OC(=O)C(F)(F)F.ONC(\C=C\C1=CC=C(C=C1)CNC1C(C1)C1=CC=C(C=C1)C=1C=NC=NC1)=O